C(C)(C)(C)C1=CC=C(C[C@@H]2[C@@H]([C@H](OC2)C2=CC(=C(C=C2)OC)OC)CO)C=C1 ((2S,3R,4R)-4-(4-(tert-butyl)benzyl)-2-(3,4-dimethoxyphenyl)tetrahydrofuran-3-yl)methanol